COC1=C(CN2C=3N(C4=C(C2=O)CNCC4)N=CC3)C=CC(=C1)OC 4-(2,4-dimethoxybenzyl)-6,7,8,9-tetrahydropyrazolo[1,5-a]pyrido[3,4-e]pyrimidine-5(4H)-one